FC1=CC(=C(C=C1F)NC1=NC(=NC=N1)NC=1C(=CC(=C(C1)NC(C=C)=O)N1[C@H](CCC1)CN(C)C)OC)C(C)(C)O (R)-N-(5-(4-(4,5-difluoro-2-(2-hydroxypropan-2-yl)phenylamino)-1,3,5-triazin-2-ylamino)-2-(2-((dimethylamino)methyl)pyrrolidin-1-yl)-4-methoxyphenyl)acrylamide